C(C)(C)(C)[Si](OCCOC1=C(C=CC(=C1)F)N1C(=C(C2=C1C=C1C=NN(C1=C2)C(C(C)(C)C)=O)I)C(C)C)(C)C [5-[2-[2-[tert-butyl-(dimethyl)silyl]oxyethoxy]-4-fluoro-phenyl]-7-iodo-6-isopropyl-pyrrolo[2,3-f]indazol-1-yl]-2,2-dimethyl-propan-1-one